C1(=CC=CC=C1)/N=N/C=1C(=NN2C1N=C(C1=C2NN=C1N)N)N (E)-6-(phenyldiazenyl)-1H-dipyrazolo[1,5-a:4',3'-E]pyrimidine-3,4,7-triamine